C1(CCC1)CN1CC2=C(N=CN=C2OCC=2C=NC(=CC2)C)CC1 6-(cyclobutylmethyl)-4-((6-methylpyridin-3-yl)methoxy)-5,6,7,8-tetrahydropyrido[4,3-d]pyrimidine